C(C)C=1C(=C(NC1)C=O)C 4-ETHYL-3-METHYL-1H-PYRROLE-2-CARBALDEHYDE